BrC=1C=C2C(NC(=NC2=CC1)C(CCC)N1CCN(CCC1)C)=O 6-bromo-2-(1-(4-methyl-1,4-diazepan-1-yl)butyl)quinazolin-4(3H)-one